C1N(CC12CCCC2)CC2=CC=C(CNC1=C3C(N(C(C3=CC=C1)=O)C1C(NC(CC1)=O)=O)=O)C=C2 4-(4-(2-azaspiro[3.4]octan-2-ylmethyl)benzylamino)-2-(2,6-dioxopiperidin-3-yl)isoindoline-1,3-dione